BrC1=C(C2=C(N=C(N=C2)SC)N=C1OCC1CCCC1)C#C[Si](C(C)C)(C(C)C)C(C)C 6-bromo-7-(cyclopentylmethoxy)-2-(methylsulfanyl)-5-[2-(triisopropylsilyl)ethynyl]pyrido[2,3-d]pyrimidine